2,3,5-Trimethyl-4-isobutoxy-phenol CC1=C(C=C(C(=C1C)OCC(C)C)C)O